N[C@@H](C)C(=O)[C@]1(CN(CCC2=C1C=CCC2)C)N 1-(L-alanyl)-(S)-1-amino-3-methyl-4,5,6,7-tetrahydro-2H-3-benzazepine